ClC1=C(OC2CC3CC3C2)C=CC(=C1)[N+](=O)[O-] 3-(2-chloro-4-nitrophenoxy)bicyclo[3.1.0]hexane